ClC1=NC(=NC(=N1)Cl)C1=C(C=C(C=C1)OCC(COCCCCCCCCCCCC)O)O 2-(4,6-dichloro-1,3,5-triazin-2-yl)-5-(3-dodecoxy-2-hydroxy-propoxy)phenol